CN(C(CCSSC1=NC=CC=C1)=O)C(C(=O)[O-])C [methyl-[3-(2-pyridyldisulfanyl)propanoyl]amino]propanoate